C1C=2C3=C(COC2C=C(C1)O)C1=C(O3)C=CC=C1 dihydro-6H-benzofurano[3,2-c]chromen-3-ol